4,4'-(((6-([1,1'-biphenyl]-2-yl)-4-(2-(benzo[d]oxazol-2-yl)phenyl)pyridine-2,5-diyl)bis(4,1-phenylene))bis(9H-carbazole-9,3-diyl))bis(N,N-diphenylaniline) C1(=C(C=CC=C1)C1=C(C(=CC(=N1)C1=CC=C(C=C1)N1C2=CC=CC=C2C=2C=C(C=CC12)C1=CC=C(N(C2=CC=CC=C2)C2=CC=CC=C2)C=C1)C1=C(C=CC=C1)C=1OC2=C(N1)C=CC=C2)C2=CC=C(C=C2)N2C1=CC=CC=C1C=1C=C(C=CC21)C2=CC=C(N(C1=CC=CC=C1)C1=CC=CC=C1)C=C2)C2=CC=CC=C2